N,N-dimethyltryptamine fumarate salt C(\C=C\C(=O)O)(=O)O.CN(CCC1=CNC2=CC=CC=C12)C